(2S)-N-[4-(3-Cyanophenyl)-5-(2,6-dimethyl-4-pyridyl)thiazol-2-yl]-2-(1-hydroxy-1-methyl-ethyl)azetidin-1-carboxamid C(#N)C=1C=C(C=CC1)C=1N=C(SC1C1=CC(=NC(=C1)C)C)NC(=O)N1[C@@H](CC1)C(C)(C)O